4-(2-carbonyl-4-cyano-benzofuran-5-yl)-piperazine-1-carboxylic acid tert-butyl ester C(C)(C)(C)OC(=O)N1CCN(CC1)C=1C=CC2=C(CC(O2)=C=O)C1C#N